(E)-3-hydroxy-2-(7H-pyrrolo[2,3-d]pyrimidin-4-yl)acrolein O/C=C(/C=O)\C=1C2=C(N=CN1)NC=C2